FC1=C(CN2C=NN(C2=O)C2=CC=C(OC3=C(N=C(S3)C(=O)OC)C)C=C2)C(=CC=C1)F methyl 5-(4-(4-(2,6-difluorobenzyl)-5-oxo-4,5-dihydro-1H-1,2,4-triazol-1-yl) phenoxy)-4-methylthiazole-2-carboxylate